O1C(=CC=C1)C1=CC=C(CNC(=O)C2N(C(CN(C2)S(=O)(=O)C2=CC=CC=C2)C)C(C(C)C)=O)C=C1 N-(4-(furan-2-yl)benzyl)-1-isobutyryl-6-methyl-4-(phenylsulfonyl)piperazine-2-carboxamide